CCN(CC)CC(CO)O 3-(diethylamino)-12-propanediol